N-(2-((7H-pyrrolo[2,3-d]pyrimidin-4-yl)amino)ethyl)-2-(N,N-bis(4-methoxybenzyl)sulfamoyl)-3,4,5,6-tetrafluorobenzamide N1=CN=C(C2=C1NC=C2)NCCNC(C2=C(C(=C(C(=C2F)F)F)F)S(N(CC2=CC=C(C=C2)OC)CC2=CC=C(C=C2)OC)(=O)=O)=O